O1CCC(CC1)CCC1(OCCO1)CC(=O)O/N=C(\C)/N (E)-N'-(2-(2-(2-(tetrahydro-2H-pyran-4-yl)ethyl)-1,3-dioxolan-2-yl)acetoxy)acetimidamide